C(C)OC(C1=CC=C(C=C1)C(=O)C1=C(N=C(S1)N(C1=CC=C(C=C1)F)[C@@H](C(=O)N)C)N)=O |r| Rac-4-[4-amino-2-(N-(2-amino-1-methyl-2-oxo-ethyl)-4-fluoro-anilino)thiazole-5-carbonyl]benzoic acid ethyl ester